Tert-butyl (S)-5-((S)-tert-butylsulfinamido)-5,7-dihydrospiro[cyclopenta[b]pyridine-6,4'-piperidine]-1'-carboxylate C(C)(C)(C)[S@](=O)N[C@@H]1C=2C(=NC=CC2)CC12CCN(CC2)C(=O)OC(C)(C)C